C(C)(=O)OCC=1NC(=C(C(C1C(=O)OCC)C1=C(C(=CC=C1)F)C(F)F)C(=O)OC)CF 3-ethyl 5-methyl 2-(acetoxymethyl)-4-(2-(difluoromethyl)-3-fluorophenyl)-6-(fluoromethyl)-1,4-dihydropyridine-3,5-dicarboxylate